3-butyl-4,6-dichloro-1-methyl-1H-pyrazolo[3,4-d]pyrimidine C(CCC)C1=NN(C2=NC(=NC(=C21)Cl)Cl)C